COC=1C=C2C(=NC=NC2=CC1OC)OC1=CC(=C(C=C1)C1C=2N(CCC1)N(C(C2C(=O)N)=O)C2=C(C=CC=C2)F)F (4-((6,7-dimethoxyquinazolin-4-yl)oxy)-2-fluorophenyl)-1-(2-fluorophenyl)-2-oxo-1,2,4,5,6,7-hexahydropyrazolo[1,5-a]pyridine-3-carboxamide